[Si](C)(C)(C(C)(C)C)OCCN1CC(OC(C1)CCCCCC\C=C/CCCCCCCC)CCCCCC(=O)OC(CCCCCCC(C)C)CCCCCCCC 2-methylheptadecan-9-yl (Z)-6-(4-(2-((tert-butyldimethylsilyl)oxy)ethyl)-6-(hexadec-7-en-1-yl)morpholin-2-yl)hexanoate